non-1-en-2-ylcyclohexane C=C(CCCCCCC)C1CCCCC1